N-[(3S,4R)-4-hydroxy-2-oxo-pyrrolidin-3-yl]-3-(2-phenyl-7-vinyl-1H-indol-3-yl)propionamide O[C@H]1[C@@H](C(NC1)=O)NC(CCC1=C(NC2=C(C=CC=C12)C=C)C1=CC=CC=C1)=O